4-(6-fluoro-2-methoxy-1H-benzo[d]-imidazol-5-yl)morpholine FC=1C(=CC2=C(NC(=N2)OC)C1)N1CCOCC1